C(CCC\C=C/CC)OC(CCC(=O)OCCCCCCCN(CCCCCCCOC(CCC(OCCCC\C=C/CC)OCCCC\C=C/CC)=O)CCN(CCCCCCCC(=O)OCCCCCCCCC)CCO)OCCCC\C=C/CC ((2-((2-hydroxyethyl)(8-(nonyloxy)-8-oxooctyl)amino)ethyl)azanediyl)bis(heptane-7,1-diyl) bis(4,4-bis(((Z)-oct-5-en-1-yl)oxy)butanoate)